BrC1=C(C=C(C=C1)C(C)(C)C1CN(CCO1)C(=O)OC(C)(C)C)Cl tert-butyl 2-[2-(4-bromo-3-chlorophenyl)propan-2-yl]morpholine-4-carboxylate